ClC=1C=NC(=C(C(=O)NC2CCC(CC2)CN2C(C(C3=CC(=CC=C23)F)(O)C2=C(C=CC=C2)F)=O)C1)C(F)F 5-chloro-2-(difluoromethyl)-N-((1r,4r)-4-((5-fluoro-3-(2-fluorophenyl)-3-hydroxy-2-oxoindolin-1-yl)methyl)cyclohexyl)nicotinamide